3-oxo-2-(3-piperidin-1-yl-propyl)-2,3-dihydro-1H-isoindole-4-carboxylic acid amide hydrochloride Cl.O=C1N(CC=2C=CC=C(C12)C(=O)N)CCCN1CCCCC1